(Z)-4-(chloro(hydroxyimino)methyl)piperidine-1-carboxylic acid tert-butyl ester C(C)(C)(C)OC(=O)N1CCC(CC1)/C(=N/O)/Cl